3-(methylamino-phenyl-methylene)-5-nitro-1,3-dihydro-indole-2-one CNC(=C1C(NC2=CC=C(C=C12)[N+](=O)[O-])=O)C1=CC=CC=C1